C(C=C)(=O)O.C1(C=CC2=CC=CC=C12)/C/1=C/C(=O)OC1=O indene-maleic anhydride acrylate